N-(5-(4-fluorobenzo[d]oxazol-2-yl)-8-((methyl-d3)amino)-2,7-naphthyridin-3-yl)cyclopropanecarboxamide FC1=CC=CC2=C1N=C(O2)C2=C1C=C(N=CC1=C(N=C2)NC([2H])([2H])[2H])NC(=O)C2CC2